C(C)(C)(C)OC(=O)N1C(CCCC1)CCO 2-(2-hydroxyethyl)piperidine-1-carboxylic acid tert-butyl ester